(S)-6-ethyl-5-(ethyl(methyl)amino)-3-((3-(2-(2-(methylamino)propanamido)ethyl)phenyl)amino)pyrazine-2-carboxamide C(C)C1=C(N=C(C(=N1)C(=O)N)NC1=CC(=CC=C1)CCNC([C@H](C)NC)=O)N(C)CC